C[Sn](C1=CC=CC(=N1)C#N)(C)C 6-(trimethylstannanyl)pyridine-2-carbonitrile